(2S,4S)-4-Fluoro-1-(2-((S)-3-((8-fluorochinolin-5-yl)(methyl)amino)pyrrolidin-1-yl)acetyl)pyrrolidin-2-carbonitril F[C@H]1C[C@H](N(C1)C(CN1C[C@H](CC1)N(C)C1=C2C=CC=NC2=C(C=C1)F)=O)C#N